CC1=CC=C(C=C1)[Bi](C2=CC=CC=C2)(C3=CC=CC=C3)(Cl)Cl dichlorodiphenyl(p-tolyl)bismuth